NC=1C2=C(N=CN1)N(C=C2C2=CC=C(C=1N2C=CN1)NC(=O)NC1=NOC(=C1)CC)C1CC1 1-(5-(4-AMINO-7-CYCLOPROPYL-7H-PYRROLO[2,3-D]PYRIMIDIN-5-YL)IMIDAZO[1,2-A]PYRIDIN-8-YL)-3-(5-ETHYLISOXAZOL-3-YL)UREA